OC1(CC(C1)C(=O)N1CC2(C1)C[C@@H](CC2)C2=CC(=C(C=C2)C)OC)C |r| (rac)-((1s,3s)-3-Hydroxy-3-methylcyclobutyl)(6-(3-methoxy-4-methylphenyl)-2-azaspiro[3.4]octan-2-yl)methanon